COC=1C=C2CCC(C(C2=CC1)=O)C 6-methoxy-2-methyl-1,2,3,4-tetrahydronaphthalen-1-one